Tert-butyl 4-(6-((3-methoxy-4-(methoxy(methyl)carbamoyl)benzyl)oxy)pyridin-2-yl)piperidine-1-carboxylate COC=1C=C(COC2=CC=CC(=N2)C2CCN(CC2)C(=O)OC(C)(C)C)C=CC1C(N(C)OC)=O